C(=O)C1=CC2=C(N=CN=C2)N1CC1=NC=CN=C1N(S(=O)(=O)C)C 6-formyl-7-((3-(N-methylmethylsulfonamido)pyrazin-2-yl)methyl)-7H-pyrrolo[2,3-d]pyrimidine